O=C1NC(CCC1N1C(C2=CC=C(C=C2C1=O)N1CCC2(CN(CCO2)CCCCNC(C)=O)CC1)=O)=O N-(4-[9-[2-(2,6-Dioxopiperidin-3-Yl)-1,3-Dioxoisoindol-5-Yl]-1-Oxa-4,9-DiazaSpiro[5.5]Undecan-4-Yl]Butyl)Acetamide